CN1N=CC2=CC=C(C(=C12)C=1C(=C(N=C2C3CC(CC12)C3)N3[C@H](C1(CN(C1)C(C=C)=O)CC3)C)C#N)C (1S,9R)-6-(1,6-dimethyl-1H-indazol-7-yl)-4-((5S)-5-methyl-2-(2-propenoyl)-2,6-diazaspiro[3.4]octan-6-yl)-3-azatricyclo[7.1.1.02,7]undeca-2,4,6-triene-5-carbonitrile